CC=1SC(=NN1)C=1SC=CC1 2-methyl-5-(thiophen-2-yl)-1,3,4-thiadiazole